(1-(tetrahydro-2H-pyran-2-yl)-1H-pyrazol-5-yl)boric acid O1C(CCCC1)N1N=CC=C1OB(O)O